6,8-dihydroxy-7-(cyclobutylcarbonyl)-9-isobutyl-2,2,4,4-tetramethyl-4,9-dihydro-1H-xanthene-1,3(2H)-dione OC=1C=C2OC=3C(C(C(C(C3C(C2=C(C1C(=O)C1CCC1)O)CC(C)C)=O)(C)C)=O)(C)C